C1OCC12CC(C2)C2=C(C(=O)N)C=CC=N2 (2-oxaspiro[3.3]heptan-6-yl)nicotinamide